BrC=1C2=C(SC1C(F)(F)P(OCC)(OCC)=O)C(=CC(=C2)CN2CCOCC2)OCCCC(F)(F)F diethyl ((3-bromo-5-(morpholinomethyl)-7-(4,4,4-trifluorobutoxy)benzo[b]thiophen-2-yl)difluoromethyl)phosphonate